C(C=C)C=1C=C(C=CC1OCCO)C(CCC1=C(N=C(S1)C1=CC=C(C=C1)C(F)(F)F)C(C)C)O 1-(3-allyl-4-(2-hydroxyethoxy)phenyl)-3-(4-isopropyl-2-(4-(trifluoromethyl)phenyl)thiazol-5-yl)propan-1-ol